phenyl-(phenylpyridinyl)indolocarbazole C1(=CC=CC=C1)C=1C(=C2C(=CC1)N=C1C=CC3=C4C=CC=CC4=NC3=C12)C1=NC=CC=C1C1=CC=CC=C1